BrC=1C=CC=C2C=CC(=NC12)N 8-bromoquinolin-2-amine